CC1CN(CC(N1CC(F)(F)F)C)C1=CC=C(C(=N1)F)C1(CC2(C1)CC(C2)N)N 2-(6-(3,5-dimethyl-4-(2,2,2-trifluoroethyl)piperazin-1-yl)-2-fluoropyridin-3-yl)spiro[3.3]heptane-2,6-diamine